3-(5-(2-(5,6,7,8-Tetrahydro-1,8-naphthyridin-2-yl)ethoxy)-1H-indazol-1-yl)-3-(1-(tetrahydro-2H-pyran-2-yl)pyrazolo[3,4-b]pyridin-5-yl)propanoic acid N1=C(C=CC=2CCCNC12)CCOC=1C=C2C=NN(C2=CC1)C(CC(=O)O)C=1C=C2C(=NC1)N(N=C2)C2OCCCC2